[BH4-].[Na+].BrC=1C(=C2[C@@H](CC[C@@]3(C2=CC1)N=C1N(C=C(C=C1OC(F)F)C#N)C3)O)F (2S,4'R)-6'-bromo-8-(difluoromethoxy)-5'-fluoro-4'-hydroxy-3',4'-dihydro-2'H,3H-spiro[imidazo[1,2-a]pyridine-2,1'-naphthalene]-6-carbonitrile Sodium tetrahydroborate